5-(4-(3-(4-(3-(4-chloro-3-ethyl-1H-pyrrolo[2,3-b]pyridin-5-yl)phenyl)-3-oxopiperazin-1-yl)propyl)piperazin-1-yl)-2-(2,6-dioxopiperidin-3-yl)isoindoline-1,3-dione ClC1=C2C(=NC=C1C=1C=C(C=CC1)N1C(CN(CC1)CCCN1CCN(CC1)C=1C=C3C(N(C(C3=CC1)=O)C1C(NC(CC1)=O)=O)=O)=O)NC=C2CC